2,2'-di-(diphenylphosphinomethyl)-1,1'-binaphthyl sodium salt [Na].C1(=CC=CC=C1)P(C1=CC=CC=C1)CC1=C(C2=CC=CC=C2C=C1)C1=C(C=CC2=CC=CC=C12)CP(C1=CC=CC=C1)C1=CC=CC=C1